2-acetyl-6-(3-((benzyloxy) methyl)-4-ethyl-5-oxo-4,5-dihydro-1H-1,2,4-triazol-1-yl)-5-fluoronicotinate C(C)(=O)C1=C(C(=O)[O-])C=C(C(=N1)N1N=C(N(C1=O)CC)COCC1=CC=CC=C1)F